1-(5-bromo-2-methoxypyridin-3-yl)-N-ethyl-2,2,2-trifluoroethan-1-amine BrC=1C=C(C(=NC1)OC)C(C(F)(F)F)NCC